(S)-5-ethynyl-6-fluoro-4-(8-fluoro-2-((1-methylpyrrolidin-2-yl)methoxy)-4-(piperazin-1-yl)-5-(propynyl)pyrido[4,3-d]pyrimidin-7-yl)naphthalen-2-ol C(#C)C1=C2C(=CC(=CC2=CC=C1F)O)C1=C(C=2N=C(N=C(C2C(=N1)C#CC)N1CCNCC1)OC[C@H]1N(CCC1)C)F